N[C@@H]1CN(CCC1)C1=C2C(=NC=C1)N(C(=N2)C2=CC(=C(C#N)C=C2)F)C2=C(C=C(C=C2)N2C[C@H](CC2)OC)F 4-(7-((S)-3-aminopiperidin-1-yl)-3-(2-fluoro-4-((S)-3-methoxypyrrolidin-1-yl)phenyl)-3H-imidazo[4,5-b]pyridin-2-yl)-2-fluorobenzonitrile